4-[3-ethyl-4-(4-hydroxyphenyl)hex-2-yl]phenol C(C)C(C(C)C1=CC=C(C=C1)O)C(CC)C1=CC=C(C=C1)O